N1(N=CN=C1)CC1=CC=C(C(=O)N2CCC3(C(C3)CNC(=O)C3=CC=4C(=CN=CC4)O3)CC2)C=C1 N-[[6-[4-(1,2,4-triazol-1-ylmethyl)benzoyl]-6-azaspiro[2.5]octan-2-yl]methyl]furo[2,3-c]pyridine-2-carboxamide